CC=1OC=C(N1)C1(NC(NC1=O)=O)CCC(=O)O 3-(4-(2-methyloxazol-4-yl)-2,5-dioxoimidazolidin-4-yl)propanoic acid